N-(4-(5-(2-(4,4-Difluoropiperidin-1-yl)-6-methylpyrimidin-4-yl)-1,2,4-oxadiazol-3-yl)-3-(6-azaspiro[2.5]octan-6-yl)phenyl)-2-hydroxyethane-1-sulfonamide FC1(CCN(CC1)C1=NC(=CC(=N1)C1=NC(=NO1)C1=C(C=C(C=C1)NS(=O)(=O)CCO)N1CCC2(CC2)CC1)C)F